O1CC(C1)OC=1C=C(C=C2C=CC=NC12)C(=O)O 8-(oxetan-3-yloxy)quinoline-6-carboxylic acid